(S)-N-ethyl-6-methyl-N-(2,2,2-trifluoro-1-(4-fluorophenyl)ethyl)pyridine-2-sulfonamide C(C)N(S(=O)(=O)C1=NC(=CC=C1)C)[C@H](C(F)(F)F)C1=CC=C(C=C1)F